9-((methylamino)methyl)-6,9-dihydro-7H-[1,3]dioxolo[4,5-H]isochromen-6-ol CNCC1OCC(C=2C=CC3=C(C12)OCO3)O